4-diethylaminobenzalrhodanine C(C)N(C1=CC=C(C=C2C(NC(S2)=S)=O)C=C1)CC